7-bromo-6-hydroxy-2-methylisoquinolin-1(2H)-one BrC1=C(C=C2C=CN(C(C2=C1)=O)C)O